N-[7-bromo-4-(2-chloro-5-fluorophenoxy)-3-(1,3-dioxoisoindol-2-yl)-1H-indazol-5-yl]-3-fluoro-5-(trifluoromethyl)benzamide BrC=1C=C(C(=C2C(=NNC12)N1C(C2=CC=CC=C2C1=O)=O)OC1=C(C=CC(=C1)F)Cl)NC(C1=CC(=CC(=C1)C(F)(F)F)F)=O